2'-(((2R,7aS)-2-fluorotetrahydro-1H-pyrrolizin-7a(5H)-yl)methoxy)-4'-(1,4-oxazepan-4-yl)-3,4,5',8'-tetrahydro-2H-spiro[naphthalene-1,7'-pyrano[4,3-d]pyrimidine]-8-carbonitrile F[C@@H]1C[C@@]2(CCCN2C1)COC=1N=C(C2=C(N1)CC1(OC2)CCCC2=CC=CC(=C21)C#N)N2CCOCCC2